FC1(CCC(CC1)C(C(=O)NC1=CC=C(C=C1)C=1C(=NNC1C)C)C1=NN=C(N1)C1=CC(=NC=C1)OC)F 2-(4,4-difluorocyclohexyl)-N-[4-(3,5-dimethyl-1H-pyrazol-4-yl)phenyl]-2-[5-(2-methoxy-4-pyridyl)-4H-1,2,4-triazol-3-yl]acetamide